CN(C(OC(C)(C)C)=O)C\C=C\B1OC(C(O1)(C)C)(C)C tert-butyl (E)-methyl(3-(4,4,5,5-tetramethyl-1,3,2-dioxaborolan-2-yl)allyl)carbamate